tert-butyl N-[4-[3-[4-(trifluoromethyl)anilino]pyrazin-2-yl]phenyl]carbamate FC(C1=CC=C(NC=2C(=NC=CN2)C2=CC=C(C=C2)NC(OC(C)(C)C)=O)C=C1)(F)F